O1C(CCCC1)OCC12CCC(CC1)(CC2)C2=CC(=NN2)C=O 5-(4-(((Tetrahydro-2H-pyran-2-yl)oxy)methyl)bicyclo[2.2.2]octan-1-yl)-1H-pyrazole-3-carbaldehyde